CSC1=C(C=CC=C1)C(C)(C)NC(=O)C1[C@H]2CNC[C@@H]12 (1r,5s,6r)-N-(2-(2-(methylthio)phenyl)propan-2-yl)-3-azabicyclo[3.1.0]hexane-6-carboxamide